Methyl (4-((2-((1-(2-oxaspiro[3.3]heptan-6-yl)-5-(trifluoromethyl)-1H-pyrazol-3-yl)amino)-7-chloro-1-methyl-1H-imidazo[4,5-b]pyridin-6-yl)oxy)pyridin-2-yl)carbamate C1OCC12CC(C2)N2N=C(C=C2C(F)(F)F)NC=2N(C=1C(=NC=C(C1Cl)OC1=CC(=NC=C1)NC(OC)=O)N2)C